tert-butyl 2-(diethoxyphosphoryl)-3-(3-(1-(4-(trifluoromethyl)phenyl)cyclopropyl)-1,2,4-oxadiazol-5-yl)propanoate C(C)OP(=O)(OCC)C(C(=O)OC(C)(C)C)CC1=NC(=NO1)C1(CC1)C1=CC=C(C=C1)C(F)(F)F